C(C)(C)(C)C1N(CCN(C1)C1CCN(CC1)C1=C(C=C(C(=C1)OC([2H])([2H])[2H])N)CC)C(=O)O tert-Butyl-4-(1-(4-amino-2-ethyl-5-(methoxy-d3)phenyl)piperidin-4-yl)piperazine-1-carboxylic acid